(((9H-fluoren-9-yl)methoxy)carbonyl)-Z-alanyl-Z-alanine C1=CC=CC=2C3=CC=CC=C3C(C12)COC(=O)N[C@@H](C)C(=O)N[C@@H](C)C(=O)O